ONC=1C=C(C=CC1)O 3-hydroxyaminophenol